CC(\C(=N/O)\C1=CC=CC=C1)(C=C)C (E)-2,2-dimethyl-1-phenylbut-3-en-1-one oxime